ClC=1C=C(C(=C(C1)C1=NC=NN2C1=CC(=C2)CN2C(NC=CC2=O)=O)CC2CN(CCO2)CC2=CC=C(C=C2)OC)F 3-((4-(5-chloro-3-fluoro-2-((4-(4-methoxybenzyl)morpholin-2-yl)methyl)phenyl)pyrrolo[2,1-f][1,2,4]triazin-6-yl)methyl)pyrimidine-2,4(1H,3H)-dione